S1C(=NC=C1)C12CCC(CC1)(CC2)OC(NC(C)C)=O N-isopropyl-carbamic acid (1-thiazol-2-yl-4-bicyclo[2.2.2]octyl) ester